2-((6-methylpyridin-2-yl)amino)-N-(3-(methylsulfonamido)phenyl)thiazole-4-carboxamide CC1=CC=CC(=N1)NC=1SC=C(N1)C(=O)NC1=CC(=CC=C1)NS(=O)(=O)C